7-(Cyclopentylamino)-5-(hydroxymethyl)-2-(((tetrahydro-2H-pyran-4-yl)thio)methyl)quinazolin-4(3H)-one C1(CCCC1)NC1=CC(=C2C(NC(=NC2=C1)CSC1CCOCC1)=O)CO